CC1=C(SC(=N1)N2N=C([NH2+]N2C3=CC=C(C=C3)S(=O)(=O)O)C4=CC(=CC=C4)OCC(=O)O)C.[Br-] 3-(4,5-dimethylthiazol-2-yl)-5-(3-carboxymethoxyphenyl)-2-(4-sulfophenyl)-2H-tetrazolium bromide